1-[(2-(3-Bromophenyl)-2-cyclopropylacetoacetyl)amino]-3-methyl-thiourea BrC=1C=C(C=CC1)C(C(=O)NNC(=S)NC)(C(=O)C)C1CC1